Heptylamin C(CCCCCC)N